5-((4-fluoro-1-(isopropylsulfonyl)piperidin-4-yl)methoxy)-2-(isoindolin-2-ylmethyl)-4H-pyran-4-one FC1(CCN(CC1)S(=O)(=O)C(C)C)COC=1C(C=C(OC1)CN1CC2=CC=CC=C2C1)=O